manganese (II) (R)-6-(2-amino-5-(3-((dimethylamino)methyl)-4-(2-methylmorpholino)phenyl)-6-fluoropyridin-3-yl)-3,4-dihydroisoquinolin-1(2H)-one NC1=NC(=C(C=C1C=1C=C2CCNC(C2=CC1)=O)C1=CC(=C(C=C1)N1C[C@H](OCC1)C)CN(C)C)F.[Mn+2]